FC(C1=CC=C(C=N1)N1CC2C(C1)CN(C2)C=O)(F)F (5-(6-(trifluoromethyl)pyridin-3-yl)hexahydropyrrolo[3,4-c]pyrrol-2(1H)-yl)methanone